O=C1C=CC(=NN1)C#N 6-oxo-1H-pyridazine-3-carbonitrile